C1(=CC=CC=C1)SC=1C=C(C=CC1)C1OCCO1 2-(3-(phenylthio)phenyl)-1,3-dioxolane